Cl.C(C)(C)(C)NC(C1=CC=CC=C1)=O N-tert-butyl-benzamide hydrochloride